trans-oleoyl-sn-glycero-3-phosphoethanolamine C(CCCCCCC\C=C\CCCCCCCC)(=O)C(OP(OC[C@@H](CO)O)(=O)O)CN